(1R,3S,4S)-N-Boc-2-azabicyclo[2.2.1]heptane-3-carboxylic acid CC(C)(C)OC(=O)N1C2CCC(C2)C1C(=O)O